(S)-N-(1-(2-chloro-4-fluorophenyl)ethyl)-2-(4-oxothieno[2,3-d]pyridazin-5(4H)yl)acetamide ClC1=C(C=CC(=C1)F)[C@H](C)NC(CN1N=CC2=C(C1=O)C=CS2)=O